C(C)OC(C(C(Br)C1=CC(=CC=C1)OC)Br)=O 3-(3-Methoxyphenyl)-2,3-dibromopropionic acid ethyl ester